COC(=O)C1=CC=NC2=CC=C(C=C12)C1(CC1)C1=NC=C(C=C1)Cl 6-(1-(5-chloropyridin-2-yl)cyclopropyl)quinoline-4-carboxylic acid methyl ester